methyl 7-(1-(adamantan-1-ylmethyl)-5-methyl-1H-pyrazol-4-yl)-3-(6-(benzo[d]thiazol-2-ylamino)pyridin-3-yl)imidazo[1,2-a]pyridine-8-carboxylate C12(CC3CC(CC(C1)C3)C2)CN2N=CC(=C2C)C2=C(C=3N(C=C2)C(=CN3)C=3C=NC(=CC3)NC=3SC2=C(N3)C=CC=C2)C(=O)OC